C1(=CC=CC=C1)N1C=C(C(=C1)C(=O)O)C(=O)O 1-phenyl-1H-pyrrole-3,4-dicarboxylic acid